OC1(CCOCC1)CN1CCC(CC1)CN1N=C(C=CC1=O)N1N=CC=C1 2-[[1-[(4-hydroxyoxan-4-yl)methyl]piperidin-4-yl]methyl]-6-pyrazol-1-ylpyridazin-3-one